1,7-dihydroxy-5-methyl-1-phenyl-1,3,4,4a,5,11a-hexahydro-2H-pyrido[1,2-a]quinoxaline-6,8-dione OC1(CCCC2N(C(C=3N(C12)C=CC(C3O)=O)=O)C)C3=CC=CC=C3